FC(C1=C(C=C2CCCN(C2=C1)C1=NN(C2=C1CN(CC2)C(C)=O)C2CCN(CC2)CC2C(CNCC2)(C)C)C=2C=NN(C2)C)F 1-[3-[7-(difluoromethyl)-6-(1-methylpyrazol-4-yl)-3,4-dihydro-2H-quinolin-1-yl]-1-[1-[(3,3-dimethyl-4-piperidyl)methyl]-4-piperidyl]-6,7-dihydro-4H-pyrazolo[4,3-c]pyridin-5-yl]ethanone